C(C1=CC=CC=C1)N1CCN(C2=CC=C(C=C12)NC(=O)NC1=CC=C2C=CNC2=C1)C 4-Benzyl-1-methyl-1,2,3,4-tetrahydroquinoxalin-6-yl-3-(1H-indol-6-yl)urea